N-(1-acetylpiperidin-4-yl)-1,2-diphenyl-1H-imidazole-4-carboxamide C(C)(=O)N1CCC(CC1)NC(=O)C=1N=C(N(C1)C1=CC=CC=C1)C1=CC=CC=C1